C(C)O[Si]1(N(CCC1)CCCCCCCCCCCCCCCC)OCC 2,2-diethoxy-1-n-hexadecyl-1-aza-2-silacyclopentane